ClC=1C=C(C(=NC1)OC1CCN(CC1)C1=C(C=CC=C1[N+](=O)[O-])F)F 5-chloro-3-fluoro-2-[[1-(2-fluoro-6-nitro-phenyl)-4-piperidyl]oxy]pyridine